C1(=CC=CC=C1)S(=O)(=O)NC=1C=C(C=CC1)/C=C/CCCOC1=C(C=CC=C1)C(C(=O)O)C [2-[(E)-5-[3-(benzenesulfonylamino)phenyl]pent-4-enoxy]phenyl]propionic acid